4,4-difluoro-2-methoxy-2-methylcyclohexan-1-one FC1(CC(C(CC1)=O)(C)OC)F